ClC=1C=C(C=CC1F)NC=1C(=NC=C(C(=O)NC2=CC=C(C=C2)OC(F)(F)Cl)C1)N1C[C@@H](CC1)O (R)-5-((3-chloro-4-fluorophenyl)amino)-N-(4-(chlorodifluoromethoxy)phenyl)-6-(3-Hydroxypyrrolidin-1-yl)nicotinamide